O=C(CC(C(=O)[O-])CC1CCCCC1)CC(C(=O)[O-])CC1CCCCC1 2-oxopropane-1,3-diylbis(3-cyclohexylpropionate)